(7-bromo-4-chloro-pyrazolo[1,5-a]pyridin-2-yl)methanol BrC1=CC=C(C=2N1N=C(C2)CO)Cl